BrC=1C(=CC(=C(C#N)C1)F)OCOC 5-bromo-2-fluoro-4-(methoxymethoxy)benzonitrile